5-{1-[(7-ethyl-6-oxo-5H-1,5-naphthyridin-3-yl)methyl]piperidin-4-yl}-3-fluoro-N-methylpyridine-2-carboxamide C(C)C=1C(NC=2C=C(C=NC2C1)CN1CCC(CC1)C=1C=C(C(=NC1)C(=O)NC)F)=O